CC1=C(C(NC2=CC=NC=C12)=O)CC(=O)O (4-Methyl-2-oxo-1H-1,6-naphthyridin-3-yl)acetic acid